NC1CN(CC1)C(=O)OC(C)(C)C tert-butyl 3-amino-pyrrolidine-1-carboxylate